NC1=NC=NC(=C1C(C)=O)Cl 1-(4-Amino-6-chloropyrimidin-5-yl)ethanone